BrC=1N=C(N(N1)C1OCCCC1)/C(=C/C(=O)OCC)/C1=CC=CC=C1 ethyl (E)-3-(5-bromo-2-tetrahydropyran-2-yl-1,2,4-triazol-3-yl)-3-phenyl-prop-2-enoate